[Si](C)(C)(C(C)(C)C)OP(O[Si](C)(C)C(C)(C)C)O[Si](C)(C)C(C)(C)C phosphorous acid tris(tert-butyl-dimethylsilyl) ester